C1COC[C@@H]1O (R)-(-)-3-hydroxytetrahydrofuran